C(C(=O)O)(=O)O.O=C1N(CC2=CC(=CC=C12)O[C@@H]1[C@H](CCCC1)N1CC(C1)C1=CC=CC=C1)C1C(N(C(CC1)=O)COCC[Si](C)(C)C)=O 3-(1-oxo-5-(((1S,2S)-2-(3-phenylazetidin-1-yl)cyclohexyl)oxy)isoindolin-2-yl)-1-((2-(trimethylsilyl)ethoxy)methyl)piperidine-2,6-dione oxalate